Calcium dinatrium edetat C(N(CC(=O)[O-])CC(=O)[O-])CN(CC(=O)[O-])CC(=O)[O-].[Na+].[Na+].[Ca+2]